C1CC12CN(C2)C2=NC=C(C=N2)[C@H](C)N2N=NC(=C2)C(=O)N[C@@H]2C[C@@H](C2)C2=C(C=CC(=C2)Cl)C#N 1-((S)-1-(2-(5-Azaspiro[2.3]hexan-5-yl)pyrimidin-5-yl)ethyl)-N-((cis)-3-(5-chloro-2-cyanophenyl)cyclobutyl)-1H-1,2,3-triazole-4-carboxamide